5-BROMO-1H-INDOLE-2-CARBALDEHYDE BrC=1C=C2C=C(NC2=CC1)C=O